CC(/C=C/C(C(=O)O)NCC1=CC(=NC=C1)C1=CC=CC=C1)(C)C (E)-5,5-dimethyl-2-(2-phenylisonicotinylamino)-3-hexenoic acid